2'-hydroxygenisteinmethanol OC1=C(C2=C(OC=3C=C(C=C(C3C2=O)O)O)CO)C=CC(=C1)O